F\C(=C\C1=CC=CC=C1)\OC=1C=C(C=CC1)\C(\C)=N\OCC1=C(C=CC=C1)\C(\C(=O)NC)=N/OC (2E)-2-{2-[({[(1E)-1-(3-{[(E)-1-fluoro-2-phenyl-ethenyl]oxy}phenyl)ethylidene]amino}oxy)methyl]phenyl}-2-(methoxyimino)-N-methylethanamide